O[C@@H]1C[C@@H](N(C1)C(=O)OC(C)(C)C)COC1=CC(=C(C=C1)C)C(NC1(CC1)C1=CC=CC2=CC=CC=C12)=O |r| rac-(2R,4R)-tert-butyl 4-hydroxy-2-((4-methyl-3-((1-(naphthalen-1-yl)cyclopropyl)carbamoyl)phenoxy)methyl)pyrrolidine-1-carboxylate